2-(quinolin-4-yl)benzothiazole N1=CC=C(C2=CC=CC=C12)C=1SC2=C(N1)C=CC=C2